C(C)(=O)OC1=C(C=C(C=C1)CC=C)OC 4-allyl-2-methoxyphenyl acetate